CO[N+](C)(C)C N-methoxytrimethylammonium